C(C)(=O)N1CCC(CC1)NCC1=C(C=C(C=C1)C1=C(C(=NC=N1)C=1C(=C(C=CC1)C1=CC=C(C(=N1)OC)CNC1CCN(CC1)C(C)=O)Cl)C)OC 1-(4-(((6-(3-(6-(4-(((1-Acetylpiperidin-4-yl)amino)methyl)-3-methoxyphenyl)-5-methylpyrimidin-4-yl)-2-chlorophenyl)-2-methoxypyridin-3-yl)methyl)amino)piperidin-1-yl)ethan-1-one